rac-5-[[2-[(2R,5R)-4,4-difluoro-2-(4-Fluorophenyl)-5-methyl-1-piperidyl]-2-oxo-acetyl]amino]pyridine-3-carboxamide FC1(C[C@@H](N(C[C@H]1C)C(C(=O)NC=1C=C(C=NC1)C(=O)N)=O)C1=CC=C(C=C1)F)F |r|